tert-butyl (7-((2-(3,4-difluorophenyl)-5-(3-((methoxycarbonyl)amino)-3-(pyridin-2-yl)piperidin-1-yl)pyridin-4-yl)(hydroxy)methyl)imidazo[2,1-f][1,2,4]triazin-4-yl)carbamate FC=1C=C(C=CC1F)C1=NC=C(C(=C1)C(C1=CN=C2C(=NC=NN21)NC(OC(C)(C)C)=O)O)N2CC(CCC2)(C2=NC=CC=C2)NC(=O)OC